3-((1-cyclohexenyl)ethynyl)oxazolidin-2-one C1(=CCCCC1)C#CN1C(OCC1)=O